N-(2-((1S,3R)-3-((5-Chloro-4-methoxypyrimidin-2-yl)amino)cyclohexyl)-3-oxoisoindolin-5-yl)acrylamide ClC=1C(=NC(=NC1)N[C@H]1C[C@H](CCC1)N1CC2=CC=C(C=C2C1=O)NC(C=C)=O)OC